O1C(=NCC1)CCCCCCCCCCC=1OCCN1 2,2'-Decamethylenebis(2-oxazoline)